NCC(=O)N1[C@@H](CCC1)C(=O)O N-glycyl-proline